CC1=CC=C(C=C1)S(=O)(=O)N/N=C/C1=C(C=C(C(=C1)F)F)F (E)-4-methyl-N'-(2,4,5-trifluorobenzylidene)benzenesulfonohydrazide